O=C1N[C@H]2[C@@H](OC1)CCN(C2)C(=O)N2CC1(C2)CC(C1)OCC=1C=C(OCCNC(OCC2=CC=CC=C2)=O)C=CC1 benzyl (2-(3-(((2-((4aR,8aS)-3-oxooctahydro-2H-pyrido[4,3-b][1,4]oxazine-6-carbonyl)-2-azaspiro[3.3]heptan-6-yl)oxy)methyl)phenoxy)ethyl)carbamate